C[C@]12CCC(=O)C=C1CC[C@@H]3[C@@H]2[C@H](C[C@]4([C@H]3CC[C@@]4(C(=O)CS)O)C)O The molecule is a steroid sulfide in which the sulfanyl group is at C-21 of a polyoxygenated derivative of pregn-4-ene. It has a role as a glucocorticoid receptor agonist. It is an 11beta-hydroxy steroid, a 17alpha-hydroxy steroid, a 20-oxo steroid, a steroid sulfide, a 3-oxo-Delta(4) steroid and a tertiary alpha-hydroxy ketone. It derives from a hydride of a pregnane.